C(=O)(O)CC=C(C(=O)O)C.C(C(=C)C)(=O)O methacrylate (carboxymethyl methacrylate)